7,7,9-trimethyl-1-oxa-4-thiaspiro[4.5]decan-2-one CC1(CC2(SCC(O2)=O)CC(C1)C)C